(R)-4-((1-(3-(difluoromethyl)-2-fluorophenyl)ethyl)amino)-2-(methoxy-d3)-8-methyl-6-morpholinopyrido[4,3-d]pyrimidin-7(6H)-one FC(C=1C(=C(C=CC1)[C@@H](C)NC=1C=2C(N=C(N1)OC([2H])([2H])[2H])=C(C(N(C2)N2CCOCC2)=O)C)F)F